4,4,4',4'-tetrakis(t-butylperoxy)-2,2-dicyclohexylpropane C(C)(C)(C)OOC1(CCC(CC1)C(C)(C)C1CCC(CC1)(OOC(C)(C)C)OOC(C)(C)C)OOC(C)(C)C